ClC1=CC(=C(C=C1)NC(=O)C1(CCC(CC1)(C(=O)O)C)C1=C(C=CC=C1)C(C)C)OC(F)F (1r,4r)-4-((4-chloro-2-(difluoromethoxy)phenyl)carbamoyl)-4-(2-isopropylphenyl)-1-methylcyclohexane-1-carboxylic acid